Ethyl 2-butyl-1-((2'-(N-(4,5-dimethylisoxazol-3-yl)-N-(methoxymethyl) sulfamoyl)-2-(ethoxymethyl)-[1,1'-biphenyl]-4-yl)methyl)-4-methyl-6-oxo-1,6-dihydropyrimidine-5-carboxylate C(CCC)C=1N(C(C(=C(N1)C)C(=O)OCC)=O)CC1=CC(=C(C=C1)C1=C(C=CC=C1)S(N(COC)C1=NOC(=C1C)C)(=O)=O)COCC